N-[(1S)-1-(dicyclopropyl-methyl)-2-oxo-2-[[1-[1-[1-(2,2,2-trifluoroethyl)tetrazol-5-yl]propyl]pyrazol-4-yl]amino]-ethyl]-4-methyl-1,2,5-oxadiazole-3-carboxamide C1(CC1)C([C@@H](C(NC=1C=NN(C1)C(CC)C1=NN=NN1CC(F)(F)F)=O)NC(=O)C1=NON=C1C)C1CC1